ClC1=CC(=C2N=C(C=NC2=C1)N1CCOCC1)C(C)N1C(OC(C2=C1C=CC=C2)=O)=O 1-(1-[7-chloro-3-(morpholin-4-yl)quinoxalin-5-yl]ethyl)-2,4-dihydro-1H-3,1-benzoxazine-2,4-dione